CC=1CCN(N1)C1=CC=CC=C1 5-methyl-2-phenyl-2,4-dihydro-3H-pyrazole